[2-[1-(cyclopropylmethyl)-6-ethylpyrrolo[2,3-b]pyridin-2-yl]-5-methoxy-3-methylimidazo[1,2-a]pyridin-7-yl]-(3,6-diazabicyclo[3.2.1]octan-3-yl)methanone C1(CC1)CN1C(=CC=2C1=NC(=CC2)CC)C=2N=C1N(C(=CC(=C1)C(=O)N1CC3CNC(C1)C3)OC)C2C